C1(CCCC1)NC(COC1=CC2=CC(=CC=C2C=C1)B1OC(C(O1)(C)C)(C)C)=O N-cyclopentyl-2-((7-(4,4,5,5-tetramethyl-1,3,2-dioxaborolan-2-yl)naphthalen-2-yl)oxy)acetamide